1-[3-(2-chloro-4-cyanophenyl)-5-hydroxymethyl-1H-pyrazolo[3,4-b]pyrazine-6-yl]-4-methyl-N-(5-methylpyridin-3-yl)piperidine-4-carboximidamide ClC1=C(C=CC(=C1)C#N)C1=NNC2=NC(=C(N=C21)CO)N2CCC(CC2)(C(NC=2C=NC=C(C2)C)=N)C